N-(4-([1,2,4]triazolo[1,5-a]pyridin-7-yloxy)-3-chloro-2-fluorophenyl)-6-chloropyrido[3,2-d]pyrimidin-4-amine N=1C=NN2C1C=C(C=C2)OC2=C(C(=C(C=C2)NC=2C1=C(N=CN2)C=CC(=N1)Cl)F)Cl